FC1(CCC(CC1)[C@@H](C(NC=1C=C2CC(CC2=CC1)(C(NC=1C=C(C=CC1)C)=O)N1CC2(CC2)CNC1=O)=O)NC(=O)C1=NON=C1C)F N-((1S)-1-(4,4-difluorocyclohexyl)-2-oxo-2-((2-(6-oxo-5,7-diazaspiro[2.5]octan-5-yl)-2-(m-tolylcarbamoyl)-2,3-dihydro-1H-inden-5-yl)amino)ethyl)-4-methyl-1,2,5-oxadiazole-3-carboxamide